(2R,3R)-3-cyclopropyl-1-((R)-p-tolylsulfinyl)aziridine C1(CC1)[C@@H]1CN1[S@](=O)C1=CC=C(C=C1)C